3-ethyl-5-methyl-1,4-bis(4-(trifluoromethyl)phenyl)-1H-pyrazole C(C)C1=NN(C(=C1C1=CC=C(C=C1)C(F)(F)F)C)C1=CC=C(C=C1)C(F)(F)F